methyl-(2-phenyl-benzofuran-3-carbonyl)-glycinate CN(CC(=O)[O-])C(=O)C1=C(OC2=C1C=CC=C2)C2=CC=CC=C2